COCC1CN(C1)C(=O)O[C@@H]1CC[C@H](CC1)C(N(C[C@@H]1CC[C@H](CC1)C1=CC(=C(C=C1)OC)C)C1=CC(=CC=C1)C=1C=NN(C1)C1CC1)=O trans-4-((3-(1-Cyclopropyl-1H-pyrazol-4-yl)phenyl)((trans-4-(4-methoxy-3-methylphenyl)cyclohexyl)methyl)carbamoyl)-cyclohexyl 3-(methoxymethyl)azetidine-1-carboxylate